COC(C(C)C)(O)O 1-methoxy-2-methylpropanediol